CN(C1=CC(=CC(=C1)C)C)C N,N-dimethyl-3,5-Dimethylaniline